C(C)(C)(C)OC(=O)N1C2(CC2)CN(CC1)CC1=CC=CC=C1.FC1=CC=C(C=C1)C1N(CCC2=CC=CC=C12)C(C(=C1CN2CCC1CC2)OC)=O 1-(1-(4-fluorophenyl)-3,4-dihydroisoquinolin-2(1H)-yl)-2-methoxy-2-(quinuclidin-3-ylidene)ethanone tert-Butyl-7-benzyl-4,7-diazaspiro[2.5]octane-4-carboxylate